ClC1=C(C=C(C(=N1)I)CC(C(=O)OCC)(C(C)C)C)OC ethyl 2-((6-chloro-2-iodo-5-methoxypyridin-3-yl) methyl)-2,3-dimethylbutyrate